6-[4-[[3-isopropyl-1-(p-tolylsulfonyl)pyrrolo[3,2-b]pyridin-5-yl]methyl]-3,5-dimethyl-phenyl]-2H-1,2,4-triazine-3,5-dione C(C)(C)C1=CN(C=2C1=NC(=CC2)CC2=C(C=C(C=C2C)C=2C(NC(NN2)=O)=O)C)S(=O)(=O)C2=CC=C(C=C2)C